3-fluoro-2-(trifluoromethyl)pyridine FC=1C(=NC=CC1)C(F)(F)F